FC(C1=CC=C2C(=N1)NC=C2)F 6-(difluoromethyl)-1H-pyrrolo[2,3-b]Pyridine